Di-n-decyl-zirconium hydroxide [OH-].C(CCCCCCCCC)[Zr+2]CCCCCCCCCC.[OH-]